ClC1=CC=C(C=N1)[C@@H]1C[C@@](CC1)(C(=O)O)CCC cis-3-(6-chloropyridin-3-yl)-1-propylcyclopentane-1-carboxylic acid